C(#N)[C@H]1N([C@H]2C[C@H]2C1)C(CNC(=O)C1=CC(=NC2=CC=C(C=C12)I)C)=O N-(2-((1S,3S,5S)-3-cyano-2-azabicyclo[3.1.0]hex-2-yl)-2-oxoethyl)-6-iodo-2-methylquinoline-4-carboxamide